(1R,6S)-N-(4-methoxybenzyl)-2,2,6-trimethylcyclohexane-1-carboxamide COC1=CC=C(CNC(=O)[C@H]2C(CCC[C@@H]2C)(C)C)C=C1